1-(3-Chlorobenzyl)cyclobutyl ((2S)-1-((1-hydroxy-3-(2-oxo-8-oxa-1-azaspiro[4.5]decan-3-yl)propan-2-yl)amino)-4-methyl-1-oxopentan-2-yl)carbamate OCC(CC1C(NC2(C1)CCOCC2)=O)NC([C@H](CC(C)C)NC(OC2(CCC2)CC2=CC(=CC=C2)Cl)=O)=O